C(N)(OCC(N1N=CC(=C1)C=1C=NC(=CC1F)NC1=NC(=NC(=C1)N)C(F)F)C(C)(C)C)=O (tert-butyl 2-(4-(6-((6-amino-2-(difluoromethyl) pyrimidin-4-yl) amino)-4-fluoropyridin-3-yl)-1H-pyrazol-1-yl) ethyl) carbamate